4-hydroxyphenyl-methyl-benzyl-sulfonium OC1=CC=C(C=C1)[S+](CC1=CC=CC=C1)C